C(C)OC(C(CCCC1=CC=C(C=C1)OC)=C)=O 5-(4-methoxyphenyl)-2-methylenepentanoic acid ethyl ester